3-(4-(diphenylamino)phenyl)-9,9-diphenyl-9H-fluoren-2-amine C1(=CC=CC=C1)N(C1=CC=C(C=C1)C=1C(=CC=2C(C3=CC=CC=C3C2C1)(C1=CC=CC=C1)C1=CC=CC=C1)N)C1=CC=CC=C1